N-((4-chlorophenyl)sulfonyl)-1-(2,4-dichlorobenzyl)-1H-1,2,3-triazole-4-carboxamide ClC1=CC=C(C=C1)S(=O)(=O)NC(=O)C=1N=NN(C1)CC1=C(C=C(C=C1)Cl)Cl